3-(1-(cyclohexyl(methyl)carbamoyl)-1H-imidazol-4-yl)pyridine 1-oxide C1(CCCCC1)N(C(=O)N1C=NC(=C1)C=1C=[N+](C=CC1)[O-])C